((S)-1-((S)-1-oxa-6-azaspiro[3.3]heptan-3-yl)pyrrolidin-3-yl)-4-(5-(5-fluoro-2-methoxypyridin-4-yl)-1H-pyrazole-3-carbonyl)-4-azaspiro[2.5]octane-7-carboxamide O1C[C@@H](C12CNC2)N2C[C@@H](CC2)C2CC21N(CCC(C1)C(=O)N)C(=O)C1=NNC(=C1)C1=CC(=NC=C1F)OC